5-phosphaspiro[4.5]decane bromide [Br-].C1CCCP12CCCCC2